tert-butyl 2-((5-(dimethylamino)-2-(2,6-dioxopiperidin-3-yl)-1-oxoisoindolin-4-yl)oxy)acetate CN(C=1C(=C2CN(C(C2=CC1)=O)C1C(NC(CC1)=O)=O)OCC(=O)OC(C)(C)C)C